C(C)(C)(C)O[C@@H]1C[C@H](NC1)C(=O)O (2S,4R)-(-)-4-tert-butoxypyrrolidine-2-carboxylic acid